(R)-6-chloro-3-((1-(2-(4-(5-cyanopyrimidin-2-yl)piperazin-1-yl)-3,6-dimethyl-4-oxo-3,4-dihydroquinazolin-8-yl)ethyl)amino)-N-(methylsulfonyl)picolinamide ClC1=CC=C(C(=N1)C(=O)NS(=O)(=O)C)N[C@H](C)C=1C=C(C=C2C(N(C(=NC12)N1CCN(CC1)C1=NC=C(C=N1)C#N)C)=O)C